methyl 5-[5-(2-{1-[(5-bromo-2-nitrophenyl) amino]-3-azabicyclo[3.2.2]nonan-3-yl} ethoxy)-1-methylpyrazol-4-yl]-1-methyl-6-oxopyridine-3-carboxylate BrC=1C=CC(=C(C1)NC12CN(CC(CC1)CC2)CCOC2=C(C=NN2C)C2=CC(=CN(C2=O)C)C(=O)OC)[N+](=O)[O-]